Methyl (4R)-6-[[(8aS)-3-oxo-5,6,8,8a-tetrahydro-1H-oxazolo[3,4-a]pyrazin-7-yl]methyl]-4-(2-chloro-4-fluoro-phenyl)-2-thiazol-2-yl-1,4-dihydropyrimidine-5-carboxylate O=C1OC[C@H]2N1CCN(C2)CC2=C([C@@H](N=C(N2)C=2SC=CN2)C2=C(C=C(C=C2)F)Cl)C(=O)OC